CC1OC(CN(C1)C1=NC(=NC=C1)C1=CN=C2N1C=C(C=C2)C(F)(F)F)C#N 6-methyl-4-(2-(6-(trifluoromethyl)imidazo[1,2-a]pyridin-3-yl)pyrimidin-4-yl)morpholine-2-carbonitrile